Br.Br.N1=CC=C(C=C1)C1=C(CNCC)C=CC=C1 N-(2-(pyridin-4-yl)benzyl)ethylamine dihydrobromide